S(=O)(=O)(O)OS(=O)(=O)O.FC1=CC=C(C=C1)C1(CCOC2(CCCC2)C1)CCNCC1=C(C=CC=C1)C1=CC=NC=C1 2-(9-(4-fluorophenyl)-6-oxaspiro[4.5]decan-9-yl)-N-(2-(pyridin-4-yl)benzyl)ethanamine disulfate